2-(2-Chloro-6-fluorophenyl)-6-(4-ethyl-3-(hydroxymethyl)-5-oxo-4,5-dihydro-1H-1,2,4-triazol-1-yl)-7-fluoro-4-(prop-1-en-2-yl)phthalazine-1(2H)-one ClC1=C(C(=CC=C1)F)N1C(C2=CC(=C(C=C2C(=N1)C(=C)C)N1N=C(N(C1=O)CC)CO)F)=O